2-fluoro-4-methyl-5-(p-toluenesulfonyloxy)benzoic acid FC1=C(C(=O)O)C=C(C(=C1)C)OS(=O)(=O)C1=CC=C(C)C=C1